methyl 2-(2-chloro-5-fluorophenyl)-1-[(4-methoxyphenyl) methyl]-5-oxopyrrolidine-3-carboxylate ClC1=C(C=C(C=C1)F)C1N(C(CC1C(=O)OC)=O)CC1=CC=C(C=C1)OC